1-(4-((2-((2S,5S)-2,5-dimethylpyrrolidin-1-yl)-4-(trifluoromethyl)benzyl)(methyl)amino)-4-methyl-piperidine-1-carbonyl)-1H-pyrazole-3-carboxylic acid C[C@@H]1N([C@H](CC1)C)C1=C(CN(C2(CCN(CC2)C(=O)N2N=C(C=C2)C(=O)O)C)C)C=CC(=C1)C(F)(F)F